1-(2-butyloctyl) 8-(2-((4-(dimethylamino) butanoyl) oxy)-3-((7-((2-hexyldecyl) oxy)-7-oxoheptanoyl) oxy) propyl) suberate C(CCCCCCC(=O)OCC(COC(CCCCCC(=O)OCC(CCCCCCCC)CCCCCC)=O)OC(CCCN(C)C)=O)(=O)OCC(CCCCCC)CCCC